tert-butyl (5aS,9aR)-3-amino-4-cyano-5a,6,9a,10-tetrahydro-7H-dipyrido[3,2-b:3',4'-e][1,4]oxazine-8(9H)-carboxylate NC1=C(C=2O[C@@H]3[C@H](NC2N=C1)CN(CC3)C(=O)OC(C)(C)C)C#N